4,5-dimethyl-1-methanesulfonyl-pyrrole-3-carboxamide CC=1C(=CN(C1C)S(=O)(=O)C)C(=O)N